CS(=O)(=O)O.C1CCC(CC1)(C2=CC(=CC=C2)N=C=S)N3CCCCC3 1-[1-(3-Isothiocyanato)phenyl]cyclohexylpiperidine methanesulfonate salt